BrCC[S+](C1=CC=CC=C1)C1=CC=CC=C1 (2-bromoethyl)diphenylsulfonium